N-[5-[[2-bromo-6-chloro-4-[1,2,2,3,3,3-hexafluoro-1-(trifluoromethyl)-propyl]-phenyl]carbamoyl]-2-cyano-phenyl]-4-cyano-2-methyl-benzamide BrC1=C(C(=CC(=C1)C(C(C(F)(F)F)(F)F)(C(F)(F)F)F)Cl)NC(=O)C=1C=CC(=C(C1)NC(C1=C(C=C(C=C1)C#N)C)=O)C#N